3-(2-Fluoro-2-(3-fluoro-4-methylphenyl)vinyl)azetidine tert-Butyl-3-(2-fluoro-2-(3-fluoro-4-methylphenyl)vinyl)azetidine-1-carboxylate C(C)(C)(C)OC(=O)N1CC(C1)C=C(C1=CC(=C(C=C1)C)F)F.FC(=CC1CNC1)C1=CC(=C(C=C1)C)F